(S)-4-(2,4-Difluoro-benzyl)-pyrrolidine FC1=C(C[C@H]2CCNC2)C=CC(=C1)F